4-[5-(1-cyclopropyl-methyl-1H-pyrazol-4-yl)-1-methyl-2-oxo-1,2-dihydro-pyridin-4-yl]-benzonitrile C1(CC1)N1N=C(C(=C1)C=1C(=CC(N(C1)C)=O)C1=CC=C(C#N)C=C1)C